Cl.N1C[C@@H](CC1)CN1CCC2(CC1)CCC(CC2)NC(OCC2=CC=CC=C2)=O Benzyl (R)-(3-(pyrrolidin-3-ylmethyl)-3-azaspiro[5.5]undec-9-yl)carbamate hydrochloride